N-(2-(5-(3-chlorophenyl)-3-phenyl-2-(trifluoromethyl)-2,3-dihydro-1,3,4-oxadiazol-2-yl)phenyl)-4-methylbenzenesulfonamide ClC=1C=C(C=CC1)C1=NN(C(O1)(C(F)(F)F)C1=C(C=CC=C1)NS(=O)(=O)C1=CC=C(C=C1)C)C1=CC=CC=C1